N1=CNC2=C1C=CC=C2C(=O)O benzo[d]imidazole-4-carboxylic acid